C(C=C)OCC1OC1 2-(prop-2-eneoxymethyl)oxirane